(S)-2-((tert-Butoxycarbonyl)amino)-3-((S)-2-carbonyl-pyrrolidin-3-yl)propionic acid C(C)(C)(C)OC(=O)N[C@H](C(=O)O)C[C@H]1C(NCC1)=C=O